C(#N)CC[N+]1=C2N(C(C=C1)=O)C=CC=C2 1-(2-cyanoethyl)-4-oxo-4H-pyrido[1,2-a]pyrimidinium